3-(3-chloro-4-fluorophenyl)-8-((2-chloropyrimidin-5-yl)methyl)pyrido[2,3-d]pyrimidine-2,4(3H,8H)-dione ClC=1C=C(C=CC1F)N1C(N=C2C(C1=O)=CC=CN2CC=2C=NC(=NC2)Cl)=O